3-Cyclopropyl-1-((2-fluorospiro[3.3]heptan-2-yl)methyl)-N-(2-(S-methylsulfonimidoyl)pyridin-4-yl)-4-(trifluoromethyl)-1H-pyrazole-5-carboxamide C1(CC1)C1=NN(C(=C1C(F)(F)F)C(=O)NC1=CC(=NC=C1)S(=O)(=N)C)CC1(CC2(C1)CCC2)F